C(C)(C)(C)C1=C(C(=O)O)C=CC(=N1)N1CCNCC1 tert-butyl-6-(piperazin-1-yl)nicotinic acid